ClC=1C(=NC(=NC1)NC1CCOCC1)C1=CC=C2CN(C(C2=C1)=O)CC(=O)N(C)C1CCCC1 2-(6-{5-chloro-2-[(oxacyclohex-4-yl)amino]pyrimidin-4-yl}-1-oxo-2,3-dihydro-1H-isoindol-2-yl)-N-cyclopentyl-N-methylacetamide